CN1CC2=CC=CC=C2C1=O 2-methyl-3-oxo-2,3-dihydro-1H-isoindole